tert-butyl (2R,6S)-4-[8-({8-fluoro-2-methylimidazo[1,2-a]pyridin-6-yl} carbamoyl)-3-methoxy-2-methylquinoxalin-5-yl]-2,6-dimethylpiperazine-1-carboxylate FC=1C=2N(C=C(C1)NC(=O)C=1C=CC(=C3N=C(C(=NC13)C)OC)N1C[C@H](N([C@H](C1)C)C(=O)OC(C)(C)C)C)C=C(N2)C